6-[[4-[[(1S)-2-hydroxy-1-phenyl-ethyl]amino]-5-(5-methyl-1,3,4-thiadiazol-2-yl)pyrimidin-2-yl]amino]-3,4-dihydro-1H-quinolin-2-one OC[C@H](C1=CC=CC=C1)NC1=NC(=NC=C1C=1SC(=NN1)C)NC=1C=C2CCC(NC2=CC1)=O